Cl.C(C)C=1C(NC2=CC(=CC=C2C1)CN1[C@H](CNCC1)C)=O (S)-3-ethyl-7-((2-methylpiperazin-1-yl)methyl)quinolin-2(1H)-one hydrochloride